BrCCCCC1=CC=C(C(=O)O)C=C1 4-(4-bromobutyl)benzoic acid